diisobutylbutanediamine C(C(C)C)C(C(N)(N)CC(C)C)CC